(R)-4-(4-(2,2-difluoroethyl)-1-((5-methoxy-7-methyl-1H-indol-4-yl)methyl)piperazin-2-yl)-2-(2-oxopiperidin-1-yl)benzoic acid FC(CN1C[C@H](N(CC1)CC1=C2C=CNC2=C(C=C1OC)C)C1=CC(=C(C(=O)O)C=C1)N1C(CCCC1)=O)F